4-(N-(bicyclo[1.1.1]pentan-1-yl)sulfamoyl)-3-chloro-1-methyl-1H-pyrrole-2-carboxylic acid methyl ester COC(=O)C=1N(C=C(C1Cl)S(NC12CC(C1)C2)(=O)=O)C